Methyl 2-(3-bromophenyl)-4-((1-hydroxy-2-methylpropan-2-yl)oxy)-2-methylbutanoate BrC=1C=C(C=CC1)C(C(=O)OC)(CCOC(CO)(C)C)C